C(C)(=O)C1(CN(CC1)C(=O)OC(C)(C)C)C(=O)OC tert-butyl 3-methyl 3-acetylpyrrolidine-1,3-dicarboxylate